(S)-5-(5-chloro-1-methyl-2-oxo-1,2-dihydropyridin-3-yl)-6-(4-chlorophenyl)-2-(2,4-dimethoxypyrimidin-5-yl)-1-(4-hydroxybutyl)-5,6-dihydropyrrolo[3,4-d]imidazol-4(1H)-one ClC=1C=C(C(N(C1)C)=O)N1[C@H](C=2N(C(=NC2C1=O)C=1C(=NC(=NC1)OC)OC)CCCCO)C1=CC=C(C=C1)Cl